2-methoxy-1,2-diphenylethane-1-one COC(C(=O)C1=CC=CC=C1)C1=CC=CC=C1